Glycerin citrate C(CC(O)(C(=O)O)CC(=O)O)(=O)O.OCC(O)CO